S(=O)(=O)(O)O.NC1(C(C(CCC1)O)=O)C1=C(C(=CC=C1)OC(F)(F)F)F 2-amino-2-(2-fluoro-3-(trifluoromethoxy)phenyl)-6-hydroxycyclohexane-1-one sulfate